N1N=CC=C1CC(=O)N 2-(1H-pyrazol-5-yl)acetamide